N-[[5-cyano-8-[4-(trifluoromethoxy)phenyl]-6-quinolyl]methyl]prop-2-enamide C(#N)C1=C2C=CC=NC2=C(C=C1CNC(C=C)=O)C1=CC=C(C=C1)OC(F)(F)F